4-(((1-ethyl-6-(isoindolin-2-ylmethyl)-2-oxo-1,2-dihydropyridin-3-yl)oxy)methyl)-N-sulfamoyl-piperidine-1-sulfonamide C(C)N1C(C(=CC=C1CN1CC2=CC=CC=C2C1)OCC1CCN(CC1)S(=O)(=O)NS(N)(=O)=O)=O